OC1=CC=C(\C=N\NS(=O)(=O)C2=CC=C(C=C2)C)C=C1 (E)-N'-(4-hydroxybenzylidene)-4-methylbenzenesulfonhydrazide